CO[C@H]1C[C@H](C1)NC1=C(C=CC=C1)[N+](=O)[O-] ((cis)-3-methoxycyclobutyl)-2-nitroaniline